C(C)(=O)N1CCC(CC1)C1=NN(C2=CC=CC(=C12)C=1C=C2C=CC=NC2=CC1)CC(=O)NCC(=O)NCC(=O)O (2-(3-(1-acetylpiperidin-4-yl)-4-(quinolin-6-yl)-1H-indazol-1-yl)acetyl)glycylglycine